ClC1=C(NC2=CC=CC=C12)C=1C=C(C=CC1N1C[C@H](CC1)O)S(=O)(=O)N(C)C (S)-3-(3-chloro-1H-indol-2-yl)-4-(3-hydroxypyrrolidin-1-yl)-N,N-dimethylbenzenesulfonamide